(R)-6-((2-oxa-7-azaspiro[3.5]nonan-7-yl)sulfonyl)-N-(1-(3-(difluoromethyl)-2-fluorophenyl)ethyl)-2-methylpyrido[3,4-d]pyrimidin-4-amine C1OCC12CCN(CC2)S(=O)(=O)C2=CC1=C(N=C(N=C1N[C@H](C)C1=C(C(=CC=C1)C(F)F)F)C)C=N2